O.CNCCO N-methyl-monoethanolamine hydrate